Methyl 6-(2,4,6-trimethoxyphenyl)-6,7-dihydrofuro[2',3':1,2]benzo[4,5-d][1,3]dioxolane-7-carboxylate COC1=C(C(=CC(=C1)OC)OC)C1C(C=2C(=CC3=C(OCO3)C2)O1)C(=O)OC